(5-cyanopyridin-2-yl)alanine methyl ester COC([C@@H](NC1=NC=C(C=C1)C#N)C)=O